imidazo[1,2-b]pyrazole-7-carboxylic acid N=1C=CN2NC=C(C21)C(=O)O